2-(2-methyl-1,3-Dioxolan-2-yl)Propyl Methanesulfonate CS(=O)(=O)OCC(C)C1(OCCO1)C